ISOTHIAZOLE-3-CARBOXYLIC ACID S1N=C(C=C1)C(=O)O